3,3,3-trimethylolpropane C(O)C(CC)(CO)CO